CC(C=C)C=CC=C(CCC=C(C)C)C 3,7,11-trimethyldodec-1,4,6,10-tetraene